2-(2-((5-(3-(aminomethyl)phenyl)-7-(cyclopentylamino)benzofuran-3-yl)methoxy)phenyl)acetic acid NCC=1C=C(C=CC1)C=1C=C(C2=C(C(=CO2)COC2=C(C=CC=C2)CC(=O)O)C1)NC1CCCC1